C(C)OC=1C(=C(C(=CC1)O)C=1C(=CC=CC1)O)OCC diethoxybiphenol